tin bis(2-ethyl hexanoate) C(C)C(C(=O)[O-])CCCC.C(C)C(C(=O)[O-])CCCC.[Sn+2]